BrC1=C(C=CC(=C1)C(C)C)C1=C(C(=CC(=C1)C)C12CC3(CC(CC(C1)(C3)C)(C2)C)C)OCOC (3r,5r,7r)-1-(2'-bromo-4'-isopropyl-2-(methoxymethyloxy)-5-methyl-[1,1'-biphenyl]-3-yl)-3,5,7-trimethyladamantane